tris(N-carbazolyl)-triphenylamine C1=CC=CC=2C3=CC=CC=C3N(C12)C1=C(C(=C(C=C1)N(C1=CC=CC=C1)C1=CC=CC=C1)N1C2=CC=CC=C2C=2C=CC=CC12)N1C2=CC=CC=C2C=2C=CC=CC12